(S)-3,7-dimethyl-6-octen-1-ol C[C@H](CCO)CCC=C(C)C